ClC1=C(C=CC=C1)[C@H]1N(CCCC1)C=1C(=NC=CN1)C(=O)N[C@H](C)\C=C\S(=O)(=O)C ((S)-2-(2-Chlorophenyl)piperidin-1-yl)-N-((R,E)-4-(methylsulfonyl)but-3-en-2-yl)pyrazine-2-carboxamide